CSC=1NC(C2=C(N1)NC(CC2C2=CC(=C(C(=C2)OC)OC)OC)=O)=O 2-methylmercapto-5-(3,4,5-trimethoxyphenyl)-5,6-dihydropyrido[2,3-d]pyrimidine-4,7(3H,8H)-dione